3-[[4-(1,2,4-thiadiazol-5-yl)pyridin-1-ium-1-yl]methylsulfanyl]propanoic Acid Chloride S1N=CN=C1C1=CC=[N+](C=C1)CSCCC(=O)Cl